7-((S)-1-((2S,4r)-2-(aminomethyl)-6-oxo-5-oxa-7-azaspiro[3.4]octan-7-yl)ethyl)-3-(1-(cyanomethyl)-1H-pyrazol-4-yl)-1H-indole-2-carboxylic acid NCC1CC2(C1)OC(N(C2)[C@@H](C)C=2C=CC=C1C(=C(NC21)C(=O)O)C=2C=NN(C2)CC#N)=O